C1=CC=C(C=C1)CO The molecule is an aromatic alcohol that consists of benzene bearing a single hydroxymethyl substituent. It has a role as a solvent, a metabolite, an antioxidant and a fragrance.